5-(4-chlorophenyl)-3-(2-oxo-2-(2-(trifluoromethyl)pyrrolidin-1-yl)ethyl)-3H-pyrrolo[3,2-d]pyrimidin-4(5H)-one ClC1=CC=C(C=C1)N1C=CC=2N=CN(C(C21)=O)CC(N2C(CCC2)C(F)(F)F)=O